methyl 3-((2-((S)-1-(((benzyloxy)carbonyl)amino)-2,2-dicyclopropylethyl)imidazo[1,2-b]pyridazin-6-yl)methyl)-2-oxo-4-(trifluoromethyl)pyrrolidine-3-carboxylate C(C1=CC=CC=C1)OC(=O)N[C@@H](C(C1CC1)C1CC1)C=1N=C2N(N=C(C=C2)CC2(C(NCC2C(F)(F)F)=O)C(=O)OC)C1